C1(CC1)N1CC2=C(CC1)C=CS2 6-Cyclopropyl-4,5,6,7-tetrahydrothieno[2,3-c]pyridine